C(C1=CC=CC=C1)OCCN1C(=NC(=C1C=O)Cl)C 1-(2-(benzyloxy)ethyl)-4-chloro-2-methyl-1H-imidazole-5-carbaldehyde